(S)-2,2-dimethyl-4-(methyl-d3)pyrrolidine-3,3-d2 hydrochloride salt Cl.CC1(NC[C@H](C1([2H])[2H])C([2H])([2H])[2H])C